3-{5'-chloro-2'-[(5-ethylpyridine-3-sulfonyl)amino]-3'-fluoro[1,1'-biphenyl]-4-yl}propionic acid ClC=1C=C(C(=C(C1)C1=CC=C(C=C1)CCC(=O)O)NS(=O)(=O)C=1C=NC=C(C1)CC)F